COC(NC1=NC=CC(=C1)OC=1C(=C2C(=NC1)N=C(N2C)NC2=NN(C(=C2)C(F)(F)F)C2CC1(COC1)C2)C#N)=O Methyl(4-((2-((1-(2-oxaspiro[3.3]heptan-6-yl)-5-(trifluoromethyl)-1H-pyrazol-3-yl)amino)-7-cyano-1-methyl-1H-imidazo[4,5-b]pyridin-6-yl)oxy)pyridin-2-yl)carbamate